2-undecyl-7,7,9,9-tetra-methyl-1-oxa-3,8-diaza-4-oxo-spiro[4.5]decane C(CCCCCCCCCC)C1OC2(C(N1)=O)CC(NC(C2)(C)C)(C)C